C1=NC=CC=2NC=3C=C(C=CC3C21)C=2C=CC(=NC2)OC2CC(C2)OC2CCN(CC2)CCN2CCN(CC2)C=2C=C1CN(CC1=CC2)C2C(NC(CC2)=O)=O 5-(4-(2-(4-((1r,3r)-3-((5-(5H-pyrido[4,3-b]indol-7-yl)pyridin-2-yl)oxy)cyclobutoxy)piperidin-1-yl)ethyl)piperazin-1-yl)-2-(2,6-dioxopiperidin-3-yl)isoindoline